N=1ON=C2C1C=CC(=C2)COC2=C(C=C(C(=C2)OCC=2C(=C(C=CC2)C2=C(C(=CC=C2)C=2OC(=NN2)CO)C)Br)Cl)N[C@H](CO)C(=O)O (2-(Benzo[c][1,2,5]oxadiazol-5-ylmethoxy)-4-((2-bromo-3'-(5-(hydroxymethyl)-1,3,4-oxadiazol-2-yl)-2'-methyl-[1,1'-biphenyl]-3-yl)methoxy)-5-chlorophenyl)-D-serine